COC=1C=C2C(C=C(OC2=CC1)C1=CC=CC=C1)P(=O)(OC1=CC=CC=C1)OC1=CC=CC=C1 6-methoxy-2-phenyl-4-(diphenylphosphono)-4H-chromene